(2R)-2-(5-fluoro-2-methoxypyridin-4-yl)-1-[(2S)-6-(6-methoxypyrazin-2-yl)-7-methyl-3,4-dihydro-1H-spiro[1,8-naphthyridine-2,3'-pyrrolidin]-1'-yl]propan-1-one, formate salt C(=O)O.FC=1C(=CC(=NC1)OC)[C@H](C(=O)N1C[C@]2(CC1)NC1=NC(=C(C=C1CC2)C2=NC(=CN=C2)OC)C)C